IC1=CNC2=NC=C(C=C21)C2=CC=C(C=C2)N2CCN(CC2)C 3-iodo-5-[4-(4-methylpiperazin-1-yl)phenyl]-1H-pyrrolo[2,3-b]pyridine